CC1=CC=C(C=N1)[C@H]1N(OCC1)C(=O)C1CCN(CC1)C1=NC(=NC=C1)N1C(C2(CC2)CCC1)=O 5-[4-[4-[(3S)-3-(6-methylpyridin-3-yl)-1,2-oxazolidine-2-carbonyl]piperidin-1-yl]pyrimidin-2-yl]-5-azaspiro[2.5]octan-4-one